4-(6-(trifluoromethyl)pyridin-3-yl)-3-azabicyclo[3.1.0]hexan-2-one FC(C1=CC=C(C=N1)C1NC(C2CC12)=O)(F)F